rac-(1S,2R,4R)-4-(5-(((benzyloxy)carbonyl)amino)-1-(tert-butyl)-1H-pyrazol-3-yl)-2-((tertbutyldiphenylsilyl)oxy)cyclopentyl bicyclo[1.1.1]pentan-1-ylcarbamate C12(CC(C1)C2)NC(O[C@@H]2[C@@H](C[C@@H](C2)C2=NN(C(=C2)NC(=O)OCC2=CC=CC=C2)C(C)(C)C)O[Si](C2=CC=CC=C2)(C2=CC=CC=C2)C(C)(C)C)=O |r|